ClC1=C(C=C(C(=C1)OC)C)C=1N=C(SC1C)N(CC#C)[C@@H](CC1CC1)C1=CC(=C(C=C1)C)F 4-(2-CHLORO-4-METHOXY-5-METHYLPHENYL)-N-[(1S)-2-CYCLOPROPYL-1-(3-FLUORo-4-METHYLPHENYL)ETHYL]-5-METHYL-N-PROP-2-YNYL-1,3-THIAZOL-2-AMIN